(3-(3,5-di-tert-butyl-4-hydroxyphenyl)propionyl)hydrazine C(C)(C)(C)C=1C=C(C=C(C1O)C(C)(C)C)CCC(=O)NN